4'-(dimethylamino)-N-((1-methyl-3-oxo-2,3,5,6,7,8-hexahydroisoquinolin-4-yl)methyl)-[1,1'-biphenyl]-4-carboxamide CN(C1=CC=C(C=C1)C1=CC=C(C=C1)C(=O)NCC=1C(NC(=C2CCCCC12)C)=O)C